CN1N=CC=C1B1OC(C(O1)(C)C)(C)C 1-methyl-5-(4,4,5,5-tetramethyl-1,3,2-dioxaborolan-2-yl)pyrazole